2-[4-[5-(2,8-dimethylimidazo[1,2-b]pyridazin-6-yl)-7-fluoro-indazol-2-yl]-1-piperidinyl]ethanol CC=1N=C2N(N=C(C=C2C)C2=CC3=CN(N=C3C(=C2)F)C2CCN(CC2)CCO)C1